(2S,6R)-4-cyclopropyl-2,6-dimethyl-N-pentylpiperazine-1-carboxamide C1(CC1)N1C[C@@H](N([C@@H](C1)C)C(=O)NCCCCC)C